FC(CN1C=2N(C3=CC=C(C=C3C1=O)C)C=NC2C(=O)O)F 4-(2,2-difluoroethyl)-7-methyl-5-oxo-4,5-dihydroimidazo[1,5-a]quinazoline-3-carboxylic acid